2-(14-Hydroxytetradecyl)isoindole-1,3-dione OCCCCCCCCCCCCCCN1C(C2=CC=CC=C2C1=O)=O